C1(=C(C=CC=C1)P(C1=C(C=CC=C1)C)C1=C(C=CC=C1)C)C triortho-tolylphosphine